2-(4-tert-butyl-2-fluoro-5-hydroxy-phenyl)acetic acid C(C)(C)(C)C1=CC(=C(C=C1O)CC(=O)O)F